1-[3-(2-chloro-6-methyl-4-pyridinyl)-2-(3-cyanophenyl)pyrazolo[1,5-a]pyrimidin-5-yl]-2-cyano-guanidine ClC1=NC(=CC(=C1)C=1C(=NN2C1N=C(C=C2)NC(=NC#N)N)C2=CC(=CC=C2)C#N)C